2,6,9-triazaspiro[4.5]decan-3-one C1NC(CC12NCCNC2)=O